COCCN(C=1N=C(C2=C(N1)C(=NC(=N2)N(CCOC)CCOC)N(C)CC2=CC(=CC=C2)OC)N2CC(N(CC2)C)=O)CCOC 4-(2,6-bis(bis(2-methoxyethyl)amino)-8-((3-methoxybenzyl)(methyl)amino)pyrimido[5,4-d]pyrimidin-4-yl)-1-methylpiperazin-2-one